N-(1-(6-CHLOROQUINAZOLIN-4-YL)PIPERIDIN-3-YL)METHANESULFONAMIDE ClC=1C=C2C(=NC=NC2=CC1)N1CC(CCC1)NS(=O)(=O)C